CC1=NC(=CC(=C1)C=1NC2=CC=C(C=C2C1C(C)C)C1CCN(CC1)CC(=O)N1C[C@@H](CCC1)O)C (R)-2-(4-(2-(2,6-dimethylpyridin-4-yl)-3-isopropyl-1H-indol-5-yl)piperidin-1-yl)-1-(3-hydroxypiperidin-1-yl)ethan-1-one